(R)-1-(benzyloxy)-3-(tritylthio)propan-2-ol C(C1=CC=CC=C1)OC[C@H](CSC(C1=CC=CC=C1)(C1=CC=CC=C1)C1=CC=CC=C1)O